C1=CC=CC=2C3=CC=CC=C3N(C12)C=1C=C(C=CC1)N1C2=CC=CC=C2C2=C1C=CC=1N(C=3C=CC=CC3C21)C=2C=C(C=CC2)C2=CC=C(C=C2)C2=CC=CC=C2 5-{3-(9H-carbazole-9-yl)phenyl}-8-(4'-phenyl-1,1'-biphenyl-3-yl)-5H,8H-indolo[2,3-c]carbazole